FC1=C(C=CC=C1)C=1N=C(SC1C(=O)O)N(C)CCCC(=O)OC 2-fluorophenyl-2-((4-methoxy-4-oxobutyl)(methyl)amino)thiazole-5-carboxylic acid